C(C)(C)(C)OC(=O)N\C(\C(=O)OC)=C/C=1C(NC2=CC(=CC=C2C1)C)=O Methyl (Z)-2-((tert-butoxycarbonyl)amino)-3-(7-methyl-2-oxo-1,2-dihydroquinolin-3-yl)acrylate